C1(CC1)N1C(=NC(=C1)C(F)(F)F)C1=CC=C(C=C1)CN1C(C(=CC2=C1N=C(N=C2C)C=2C(=NC=NC2OC)C2CC2)[Sn](C)(C)C)=O 8-({4-[1-cyclopropyl-4-(trifluoromethyl)imidazol-2-yl]phenyl}methyl)-2-(4-cyclopropyl-6-methoxypyrimidin-5-yl)-4-methyl-6-(trimethylstannyl)pyrido[2,3-d]pyrimidin-7-one